FC1=C(C=CC=C1)N1C=NC=C1 1-(2-fluorophenyl)-1H-imidazol